ClC1=C(C=C(C=C1)F)C1NC(CC2=C1N(C=C2C(=O)OC)C2=NC1=C(N2)C(=CC(=C1)C(F)(F)F)F)=O methyl 7-(2-chloro-5-fluorophenyl)-1-(7-fluoro-5-(trifluoromethyl)-1H-benzo[d]imidazol-2-yl)-5-oxo-4,5,6,7-tetrahydro-1H-pyrrolo[2,3-c]pyridine-3-carboxylate